BrC1=CC=C(C=C1)C1=CC2=CC=CC=C2C=C1C1=CC=CC=C1 2-(4-Bromophenyl)-3-phenylnaphthalene